CN1C(C(=CC2=NC=CC=C12)[N+](=O)[O-])=O 1-methyl-3-nitro-1,5-naphthyridin-2(1H)-one